COC=1C=C(OCCOC2=C3C(=C(C(C3=CC=C2)=O)C=2C=NC=CC2)C2=COC=C2)C=CC1OC (2-(3,4-Dimethoxyphenoxy)ethoxy)-3-(furan-3-yl)-2-(pyridin-3-yl)-1H-inden-1-one